6-{4-[5-Cyclopropyl-3-(2,6-dichloro-phenyl)-isoxazol-4-ylmethoxy]-piperidin-1-yl}-1-methyl-1H-indole-3-carboxylic acid C1(CC1)C1=C(C(=NO1)C1=C(C=CC=C1Cl)Cl)COC1CCN(CC1)C1=CC=C2C(=CN(C2=C1)C)C(=O)O